BrC=1C=C(C(=C(N)C1OC)F)F 5-bromo-2,3-difluoro-6-methoxy-aniline